Dimethylglycylglycine CN(CC(=O)NCC(=O)O)C